(2R,3R,4R,5S)-1-(2,6-difluoro-3-isopropylphenethyl)-2-methylpiperidine-3,4,5-triol FC1=C(CCN2[C@@H]([C@H]([C@@H]([C@H](C2)O)O)O)C)C(=CC=C1C(C)C)F